N-benzyl-1-(6-((2-methyl-[1,1'-biphenyl]-3-yl)methoxy)pyridine-3-yl)-5,8,11,14-tetroxa-2-azaheptadecan-17-amide C(C1=CC=CC=C1)NC(CCOCCOCCOCCOCCNCC=1C=NC(=CC1)OCC=1C(=C(C=CC1)C1=CC=CC=C1)C)=O